Cl.Cl.ClC=1C(=NC2=CC=C(C=C2C1)N1CC(CCC1)CCN)N1CCNCC1 2-[1-(3-chloro-2-piperazin-1-yl-6-quinolyl)-3-piperidyl]ethanamine dihydrochloride